2-[[4-[4-Formyl-1-piperazinyl]-6-[[(3-(5-(1H)tetrazolyl)phenyl)methyl]amino]-2-pyrimidinyl]amino]-4-methyl-5-thiazolecarboxylic acid, ethyl ester C(=O)N1CCN(CC1)C1=NC(=NC(=C1)NCC1=CC(=CC=C1)C1=NN=NN1)NC=1SC(=C(N1)C)C(=O)OCC